FC1=C(N=CC2=C1N=C(N=C2N2CCSCCC2)OCC21C=CCN1CCC2)C2=CC(=CC1=CC=CC=C21)O 4-[8-Fluoro-2-(tetrahydro-pyrrolizin-7a-ylmethoxy)-4-[1,4]thiazepan-4-yl-pyrido[4,3-d]pyrimidin-7-yl]-naphthalen-2-ol